Cl.C(C1=CC=CC=C1)OC(=O)N1CCC(CC1)(C1=CC(=C(C=C1)Cl)C)N 4-amino-4-(4-chloro-3-methyl-phenyl)piperidine-1-carboxylic acid benzyl ester hydrochloride